C(=CC1=CC=CC=C1)P(O)(O)=O styrylphosphonic Acid